ClC1=NC(=CC(=C1)[C@H]1N([C@@H](COC1)CO)C(=O)OC(C)(C)C)Cl tert-butyl (3R,5R)-3-(2,6-dichloropyridin-4-yl)-5-(hydroxymethyl)morpholine-4-carboxylate